(3S)-(4-fluoro-1,3-dimethylpiperidin-3-yl)methanol FC1[C@](CN(CC1)C)(C)CO